FC(C)(F)C1=CC=C(C=C1)CNC(=O)N(C1CCN(CC1)C)CC1=C(C=C(C=C1)F)F 1-{[4-(1,1-difluoroethyl)phenyl]methyl}-3-[(2,4-difluorophenyl)methyl]-3-(1-methylpiperidin-4-yl)urea